FC(C(=O)O)(F)F.C(C)(C)(C)C(N)C1CN(CC1)C1=NC=C(C=C1)C1=NOC(=N1)C1CCN(CC1)C1=NC2=C(C=CC=C2C=C1)OC tert-butyl-(1-(5-(5-(1-(8-methoxyquinolin-2-yl)piperidin-4-yl)-1,2,4-oxadiazol-3-yl)pyridin-2-yl)pyrrolidin-3-yl)methanamine trifluoroacetate